Cl.OCN(C(C=C)=O)C1=C(C(=C(C(=C1CCN)N(C(C=C)=O)CO)N(C(C=C)=O)CO)O)O 3,5,6-tris(N-hydroxymethylacrylamido)-4-(2-aminoethyl)-1,2-benzenediol hydrochloride